CNC(CC1=CC2=C(C=C1)OCO2)CC 2-methylamino-1-(3,4-methylenedioxyphenyl)butane